ClC1=CC=C(NC2=NN=C(C3=CC=CC=C23)CC2=CC=NC=C2)C=C1 1-(4-chloroanilino)-4-(4-pyridylmethyl)2,3-naphthyridine